2-(2-4-fluorophenylethyl)-2H-Indazole-6-carboxylic acid hydroxyamide ONC(=O)C=1C=CC2=CN(N=C2C1)CCC1=CC=C(C=C1)F